3-(2-chloro-5-bromobenzoyl)-1-vinylpyrrolidin-2-one ClC1=C(C(=O)C2C(N(CC2)C=C)=O)C=C(C=C1)Br